3-(3-(fluoromethyl)piperazin-1-yl)benzene-1,2-diamine FCC1CN(CCN1)C1=C(C(=CC=C1)N)N